C1(CCCC1)C1=CCCC(CCC1)=O cyclopentylcyclooctanen-5-one